CC1=C(C=C(C(=C1)[Si](C)(C)C(CO)C1=C(C=CC=C1)Cl)C)[Si](C)(C)C(CO)C1=C(C=CC=C1)Cl 2,2'-((2,5-Dimethyl-1,4-phenylene)bis(dimethylsilanediyl))bis(2-(2-chlorophenyl)ethan-1-ol)